rac-trans-4-(3,4-dimethylbenzyl)-6-(5-methoxypyridin-3-yl)-4-azaspiro[2.4]heptane-7-carbonitrile CC=1C=C(CN2C3(CC3)[C@H]([C@@H](C2)C=2C=NC=C(C2)OC)C#N)C=CC1C |r|